FC=1C=C(C(=NC1)OC1=CC=2N(C=C1)N=C(C2)C(=O)N[C@]2(CS(CC2)(=O)=O)C)OCC(F)(F)F (R)-5-((5-Fluoro-3-(2,2,2-trifluoroethoxy)pyridin-2-yl)oxy)-N-(3-methyl-1,1-dioxidotetrahydrothiophen-3-yl)pyrazolo[1,5-a]pyridine-2-carboxamide